(dimethylcarbamoyl)cyclohexane-1-carboxylic acid methyl ester COC(=O)C1(CCCCC1)C(N(C)C)=O